4-(2-(dimethylamino)-6-methoxy-7-(3-(pyrrolidin-1-yl)propoxy)quinazolin-4-yl)piperazine CN(C1=NC2=CC(=C(C=C2C(=N1)N1CCNCC1)OC)OCCCN1CCCC1)C